(1-chloro-3-hydroxynaphthalen-2-yl)boric acid ClC1=C(C(=CC2=CC=CC=C12)O)OB(O)O